tert-Butyl 3-(3-bromo-2-fluorobenzyl)-5-fluoro-4-oxo-2-azabicyclo[3.1.1]heptane-2-carboxylate BrC=1C(=C(CC2N(C3CC(C2=O)(C3)F)C(=O)OC(C)(C)C)C=CC1)F